FC=1C=C(C=CC1F)C1=NC=CC=C1C=1C=C2C(=NC1)C=NN2 6-(2-(3,4-Difluorophenyl)pyridin-3-yl)-1H-pyrazolo[4,3-b]pyridin